OC=1C=C(C=CC1OC)C1SC=2C(CS1)=C(C=CC2)O 2-(3-hydroxy-4-methoxyphenyl)-2,4-dihydro-1,3-benzodithiin-5-ol